1-methylimidazol-2-amine CN1C(=NC=C1)N